N[C@@H](CC(N)=O)C(=O)N1[C@@H](CCC1)C(=O)O Asparaginyl-Proline